bis(hexanediol) diboron [B].[B].C(CCCCC)(O)O.C(CCCCC)(O)O